2,5-dichloro-1,3-thiazol-4-carboxylic acid ClC=1SC(=C(N1)C(=O)O)Cl